7-(3-fluoro-5-methylphenyl)-5-phenyl-5,6,7,8-tetrahydro-2,7-naphthyridine-3-carboxylic acid ethyl ester C(C)OC(=O)C=1N=CC=2CN(CC(C2C1)C1=CC=CC=C1)C1=CC(=CC(=C1)C)F